N-[[5-[[2-(2-adamantyl)acetyl]amino]-1H-benzimidazol-2-yl]methyl]-N-methyl-carbamic acid tert-butyl ester C(C)(C)(C)OC(N(C)CC1=NC2=C(N1)C=CC(=C2)NC(CC2C1CC3CC(CC2C3)C1)=O)=O